C[Si](OC1=CCCC1)(C)C 1-(trimethylsiloxy)cyclopentene